4-((2R,5SR)-5-((S)-2,2,2-Trifluoro-1-hydroxyethyl)-2-(trifluoromethyl)oxazolidin-3-yl)-2-(trifluoromethyl)benzonitrile FC([C@@H](O)[C@@H]1CN([C@H](O1)C(F)(F)F)C1=CC(=C(C#N)C=C1)C(F)(F)F)(F)F |&1:4|